CO[C@@H](COC=1C=CC2=C(N=C(O2)C2=C3C=C(N=CC3=C(N=C2)NC)NC(=O)C2CC2)C1)C (R)-N-(5-(5-(2-methoxypropoxy)benzo[d]oxazol-2-yl)-8-(methylamino)-2,7-naphthyridin-3-yl)cyclopropanecarboxamide